o-tolylmethyl 4-(3-hydroxy-3-methyl-but-1-ynyl)-2,6-dimethyl-7-oxo-1H-pyrrolo[2,3-c]pyridine-3-carboxylate OC(C#CC=1C2=C(C(N(C1)C)=O)NC(=C2C(=O)OCC2=C(C=CC=C2)C)C)(C)C